4-(5-(3-((6-(3-carboxy-propanoyl)-3-methoxy-6,7-dihydro-5H-pyrrolo[3,4-b]pyridin-2-yl)oxy)propoxy)-6-methoxybenzo[b]thiophen-2-yl)-4-oxobutanoic acid C(=O)(O)CCC(=O)N1CC2=NC(=C(C=C2C1)OC)OCCCOC1=CC2=C(SC(=C2)C(CCC(=O)O)=O)C=C1OC